ClC1=C(C=C(C=C1)N1CCN(CC1)C(CN1N=C(C2=C1CCC2)C(=O)N2C[C@H](O[C@H](C2)C)C)=O)F 1-[4-(4-Chloro-3-fluorophenyl)piperazin-1-yl]-2-{3-[(2R,6S)-2,6-dimethylmorpholin-4-carbonyl]-5,6-dihydrocyclopenta[c]pyrazol-1(4H)-yl}ethan-1-on